2-(3,4-Dimethylphenyl)-3-phenyl-2H-indazole CC=1C=C(C=CC1C)N1N=C2C=CC=CC2=C1C1=CC=CC=C1